Cl.FC1=C(C=CC(=C1)F)C1CCN(CC1)C1=CC(=C(C=C1)C(=O)C1CCNCC1)F (4-(4-(2,4-difluorophenyl)piperidin-1-yl)-2-fluorophenyl)(piperidin-4-yl)methanone hydrochloride